C1(CCCCC1)CN1C(N(N=C1)C)=O (cyclohexylmethyl)-2-methyl-2,4-dihydro-3H-1,2,4-triazol-3-one